FC1CN(CCC1)CC=CC(=O)N 4-(3-fluoropiperidin-1-yl)but-2-enamide